CC1(C(CC(CC1)C(=C)C)[Se]C1=CC=CC=C1)O (+)-1-methyl-2-(phenylselenyl)-4-(prop-1-en-2-yl)cyclohexan-1-ol